BrC=1C=C(C(=NC1)C(F)(F)F)C 5-bromo-3-methyl-2-(trifluoromethyl)pyridine